Methyl (5R)-5-[(1R,3aS,3bS,7S,9aR,9bS,11aR)-7-acetoxy-9a,11a-dimethyl-6-oxo-2,3,3a,3b,4,6,7,8,9,9a,9b,10,11,11a-tetradecahydro-1H-cyclopenta[1,2-a]phenanthren-1-yl]hexanoate C(C)(=O)O[C@H]1CC[C@@]2([C@H]3CC[C@]4([C@H]([C@@H]3CC=C2C1=O)CC[C@@H]4[C@@H](CCCC(=O)OC)C)C)C